N1(CCNCC1)NC(=O)OC1=NC(=C(C(=C1C#N)CC)C#N)SCC1=CC=C(C=C1)N(S(=O)(=O)C)C (3,5-dicyano-4-ethyl-6-((4-(N-methylmethanesulfonamido) benzyl) thio) pyridin-2-yl) piperazine-1-carbamate